Didodecylpropane-1,3-diamine C(CCCCCCCCCCC)C(CN)(CN)CCCCCCCCCCCC